BrCC=1C=C(C(=O)OCCN2C(C=CC2=O)=O)C=CC1 2-(2,5-dioxo-2,5-dihydro-1H-pyrrol-1-yl)ethyl 3-(bromomethyl)benzoate